C(C)(C)(C)OC(CCCCCCCCCCCCCCCCC(=O)N[C@@H](CCC(=O)[O-])C(=O)ON1C(CCC1=O)=O)=O (2,5-dioxopyrrolidin-1-yl) N-(18-tert-butoxy-18-oxooctadecanoyl)-L-glutamate